3-ethyl 5-methyl 2-(acetoxymethyl)-4-(3-fluoro-2-(2-fluoropropan-2-yl)phenyl)-6-methyl-1,4-dihydropyridine-3,5-dicarboxylate C(C)(=O)OCC=1NC(=C(C(C1C(=O)OCC)C1=C(C(=CC=C1)F)C(C)(C)F)C(=O)OC)C